2-(3,8-diazabicyclo[3.2.1]octan-3-yl)-N,N-dimethyl-7-(thiazol-2-yl)benzo[d]oxazole-5-carboxamide C12CN(CC(CC1)N2)C=2OC1=C(N2)C=C(C=C1C=1SC=CN1)C(=O)N(C)C